ClC=1N=CC2=CC(=CC=C2C1)N(C(OC(C)(C)C)=O)C tert-butyl N-(3-chloroisoquinolin-7-yl)-N-methylcarbamate